ClC=1C=C(C=NC1N1N=CC=N1)NC(=O)[C@@H]1C[C@@](C2=C1C=NC=1N2N=C(C1)F)(C)C=1C=NN(C1)C(F)F (6R,8S)-N-(5-chloro-6-(2H-1,2,3-triazol-2-yl)pyridin-3-yl)-8-(1-(difluoromethyl)-1H-pyrazol-4-yl)-2-fluoro-8-methyl-7,8-dihydro-6H-cyclopenta[e]pyrazolo[1,5-a]pyrimidine-6-carboxamide